6,7-difluoro-3-(2-oxo-1-oxo-3-azaspiro[4.4]nonan-3-yl)benzo[d]isoxazole-5-carbaldehyde FC1=C(C2=C(C(=NO2)N2C(C(C3(C2)CCCC3)=O)=O)C=C1C=O)F